3-(6-(4-methylpiperazin-1-yl)pyridin-3-yl)-5,6,7,8-tetrahydropyrido[3,4-d]pyrimidin-4(3H)-one CN1CCN(CC1)C1=CC=C(C=N1)N1C=NC2=C(C1=O)CCNC2